O=C1NC(CCC1N1C(C2=CC=C(C=C2C1)NS(=O)(=O)C1=CC(=CC=C1)C(F)(F)F)=O)=O N-(2-(2,6-dioxo-piperidin-3-yl)-1-oxoisoindolin-5-yl)-3-(trifluoro-methyl)benzene-sulfonamide